O1C=CC2=C1C=CC(=C2)N2C(=CC1=C2N=CN=C1Cl)Cl 7-(1-benzofuran-5-yl)-4,6-dichloro-7H-pyrrolo[2,3-d]pyrimidine